3-((2-(4-(methoxy-d3)benzyl)-3-oxoisoindolin-1-yl)methyl)-4-methylpicolinonitrile C(OC1=CC=C(CN2C(C3=CC=CC=C3C2=O)CC=2C(=NC=CC2C)C#N)C=C1)([2H])([2H])[2H]